BrC=1C(=CC(=C(C(=O)OC)C1)CBr)C(F)(F)F Methyl 5-bromo-2-(bromomethyl)-4-(trifluoromethyl)benzoate